C(C)(C)(C)C=1C=C(C=C(C1O)C(C)(C)C)CCC(=O)[N-]CCCCCC[N-]C(CCC1=CC(=C(C(=C1)C(C)(C)C)O)C(C)(C)C)=O N,N'-Bis-(3,5-di-tert-butyl-4-hydroxyphenylpropionyl)hexamethylendiamid